2-(methylthio)-4-(3-oxoisoindol-5-yl)pyrimidine-5-carbonitrile CSC1=NC=C(C(=N1)C=1C=C2C(N=CC2=CC1)=O)C#N